(1S)-1'-(5-(2,3-dichlorophenyl)-4-methoxy-6-methylpyrimidin-2-yl)-1,3-dihydrospiro[indene-2,4'-piperidin]-1-amine ClC1=C(C=CC=C1Cl)C=1C(=NC(=NC1C)N1CCC2(CC1)[C@@H](C1=CC=CC=C1C2)N)OC